1-((2-phenylthiazol-4-yl)methyl)-8-nitro-2,3-dihydro-imidazo[1,2-a]pyridin-5(1H)-one C1(=CC=CC=C1)C=1SC=C(N1)CN1CCN2C1=C(C=CC2=O)[N+](=O)[O-]